CC1CN(CCC1)CC1=C(C=C(N)C=C1)C(F)(F)F 4-((3-methylpiperidin-1-yl)methyl)-3-(trifluoromethyl)aniline